C(C=C)OC(=O)C1(CC(C1)N1CC[C@@H]2N(CC([C@@H]21)(F)F)C(=O)OC(C)(C)C)C (cis)-tert-Butyl 4-(3-((allyloxy) carbonyl)-3-methylcyclobutyl)-3,3-difluorohexahydropyrrolo[3,2-b]pyrrole-1(2H)-carboxylate